[6-[(3,4-dimethoxyphenyl)methylamino]-2-pyridylsulfonyl]-2-(2,2,4-trimethylpyrrolidin-1-yl)pyridine-3-carboxamide COC=1C=C(C=CC1OC)CNC1=CC=CC(=N1)S(=O)(=O)C1=C(C(=NC=C1)N1C(CC(C1)C)(C)C)C(=O)N